5-(8-azidooctyl)-2-(2,6-dioxo-3-piperidyl)isoindoline-1,3-dione N(=[N+]=[N-])CCCCCCCCC=1C=C2C(N(C(C2=CC1)=O)C1C(NC(CC1)=O)=O)=O